CC1(COC1)C=O 3-Methyloxetane-3-carboxaldehyde